7-chloro-2-(2-(2-chlorophenyl)-6-methyl-4,5,6,7-tetrahydro-1H-benzo[d]imidazol-6-yl)-1,2,3,4-tetrahydroisoquinoline ClC1=CC=C2CCN(CC2=C1)C1(CCC2=C(NC(=N2)C2=C(C=CC=C2)Cl)C1)C